C(C(C)(C)C)(=O)OOCCCCCCC(C)C isononyl pivaloyl peroxide